C(N)(=O)C([C@@H](C)C1=NC=CC=C1)NC([C@H](CC1CC1)NC(=O)C=1NC2=CC=CC=C2C1)=O N-[(1S)-2-[[(2R)-1-carbamoyl-2-(2-pyridyl)propyl]amino]-1-(cyclopropylmethyl)-2-oxo-ethyl]-1H-indole-2-carboxamide